(+/-)-2-(p-isobutylphenyl)-propionic acid C(C(C)C)C1=CC=C(C=C1)[C@H](C(=O)O)C |r|